2,2'-Azobis[N-(2-carboxyethyl)-2-methylpropionamidin] N(=NC(C(=N)NCCC(=O)O)(C)C)C(C(=N)NCCC(=O)O)(C)C